tert-Butyl 4-hydroxy-3,3-dimethyl-4-((1-oxoisoindolin-2-yl)methyl)piperidine-1-carboxylate OC1(C(CN(CC1)C(=O)OC(C)(C)C)(C)C)CN1C(C2=CC=CC=C2C1)=O